N-(2-(6H-oxazolo[4,5-e]indol-8-yl)ethyl)-N-isopropyl-propan-2-amine N1=COC=2C1=C1C(=CNC1=CC2)CCN(C(C)C)C(C)C